methyl-N-(2-(benzyloxy)-5-cyanoquinolin-6-yl)-N-(tert-butoxycarbonyl)glycine CC(N(C(=O)OC(C)(C)C)C=1C(=C2C=CC(=NC2=CC1)OCC1=CC=CC=C1)C#N)C(=O)O